BrC1=CC=C(C=C1)S(=O)(=O)N[C@H](C(=O)NC=1SC=C(N1)C1=CC=C(C=C1)OC)CC1=CNC2=CC=CC=C12 (S)-2-(4-bromophenylsulphonamido)-3-(1H-indol-3-yl)-N-(4-(4-methoxyphenyl)thiazol-2-yl)propanamide